C(C)(C)(C)OC(=O)N1C(CNCC1)CC1CCN(CC1)C1=C(C=C(C(=C1)Cl)[N+](=O)[O-])C ((1-(5-chloro-2-methyl-4-nitrophenyl)piperidin-4-yl)methyl)piperazine-1-carboxylic acid tert-butyl ester